1-methylbicyclo[1.1.1]pentane-3-carboxylic acid CC12CC(C1)(C2)C(=O)O